[Si](C)(C)(C(C)(C)C)O[C@H]1[C@@H](O[C@@H]([C@H]1NC(C1=CC=CC=C1)(C1=CC=CC=C1)C1=CC=CC=C1)CO)N1C=2N=C(NC(C2N=C1)=O)NC(C(C)C)=O N-(9-((2R,3R,4R,5S)-3-((tert-butyldimethylsilyl)oxy)-5-(hydroxymethyl)-4-(tritylamino)tetrahydrofuran-2-yl)-6-oxo-6,9-dihydro-1H-purin-2-yl)isobutyramide